3-amino-5-methylamino-1H-1,2,4-triazole NC1=NNC(=N1)NC